C[C@]12CCC(=O)C=C1CC[C@@H]3[C@@H]2C(=O)C[C@]4([C@H]3CC[C@@H]4C(=O)CO)C The molecule is an 11-oxo steroid that is corticosterone in which the hydroxy substituent at the 11beta position has been oxidised to give the corresponding ketone. It has a role as a human metabolite and a mouse metabolite. It is a 21-hydroxy steroid, a 3-oxo-Delta(4) steroid, a 20-oxo steroid, an 11-oxo steroid, a corticosteroid and a primary alpha-hydroxy ketone. It derives from a corticosterone.